rac-N5-cyclopropyl-N3-methyl-2-oxo-1-(1-phenylpropyl)-1,2-dihydropyridine-3,5-dicarboxamide C1(CC1)NC(=O)C=1C=C(C(N(C1)[C@H](CC)C1=CC=CC=C1)=O)C(=O)NC |r|